tert-butyl 2-(5-(6-chloro-4-fluoropyridin-3-yl)-1,3,4-thiadiazol-2-yl)-2,7-diazaspiro[3.5]nonane-7-carboxylate ClC1=CC(=C(C=N1)C1=NN=C(S1)N1CC2(C1)CCN(CC2)C(=O)OC(C)(C)C)F